4-(piperazin-1-yl)pyridine N1(CCNCC1)C1=CC=NC=C1